Cl.Cl.ClC=1C(=NC=C(C1)Cl)C=1OC(=NN1)C1CCNCC1 3,5-dichloro-2-(5-piperidin-4-yl-[1,3,4]oxadiazol-2-yl)pyridine dihydrochloride